ClC1=CC=C(C=C1)CC(=O)NC[C@H]([C@@H](O)[C@H]1[C@@H]([C@H](C[C@@](O1)(C(=O)O)OCCCCCCOCC#C)O)N)O (2R,4S,5R,6R)-6-[(1R,2R)-3-{[(p-chlorophenyl)methyl]carbonylamino}-1,2-dihydroxypropyl]-5-amino-4-hydroxy-2-[6-(2-propynyloxy)hexyloxy]tetrahydro-2H-pyran-2-carboxylic acid